C(C)OCCCCC 1-ethoxypentane